N2-Cyclopropyl-5-(2-isopropyl-4,5-dimethoxy-benzyl)-pyrimidine-2,4-diamine C1(CC1)NC1=NC=C(C(=N1)N)CC1=C(C=C(C(=C1)OC)OC)C(C)C